methyl 2-(5-chloro-2-oxopyridin-1(2H)-yl)acetate ClC=1C=CC(N(C1)CC(=O)OC)=O